5-methylene-2-oxo-3-(4-(methoxycarbonyl)phenyl)tetrahydro-2H-pyran-3-carboxylic acid benzyl ester C(C1=CC=CC=C1)OC(=O)C1(C(OCC(C1)=C)=O)C1=CC=C(C=C1)C(=O)OC